3-bromo-4,5-dihydroisoxazole BrC1=NOCC1